BrCC(=O)NC=1N=NN(C1)C 2-bromo-N-(1-methyl-1H-1,2,3-triazol-4-yl)acetamide